1-fluoro-3-(2-((1E,3E)-4-(6-(methylamino)pyridin-3-yl)but-1,3-dienyl)benzo[d]thiazol-6-yloxy)propan-2-ol FCC(COC1=CC2=C(N=C(S2)\C=C\C=C\C=2C=NC(=CC2)NC)C=C1)O